bicyclo(2.2.1)heptane-2,2-dimethanol C12C(CC(CC1)C2)(CO)CO